C(C1=CC=CC=C1)OC=1C=CC2=C(CN(S(O2)(=O)=O)[C@H](C)C=2C=C(C=CC2OC)C(CC(=O)OCC)C2=C(C3=C(N(N=N3)CCCCOCC3=CC=C(C=C3)OC)C=C2)C)C1 ethyl 3-(3-{(1R)-1-[6-(benzyloxy)-2,2-dioxo-2H-1,2λ6,3-benzoxathiazin-3(4H)-yl]ethyl}-4-methoxyphenyl)-3-(1-{4-[(4-methoxyphenyl)methoxy]butyl}-4-methyl-1H-benzotriazol-5-yl)propanoate